Cl.Cl.FC(CNC1CCC(CC1)N)F (1r,4r)-N1-(2,2-difluoroethyl)cyclohexane-1,4-diamine dihydrochloride